4-(((S)-2-hydroxy-1-phenylethyl)amino)-2-((3-methyl-1-oxoisoindolin-5-yl)amino)pyrimidine-5-carboxylic acid OC[C@H](C1=CC=CC=C1)NC1=NC(=NC=C1C(=O)O)NC=1C=C2C(NC(C2=CC1)=O)C